Tert-butyl (3R,4S)-3-((5-bromo-1-(difluoromethyl)-1H-pyrazol-4-yl)oxy)-4-fluoropyrrolidine-1-carboxylate BrC1=C(C=NN1C(F)F)O[C@@H]1CN(C[C@@H]1F)C(=O)OC(C)(C)C